octanoyl-thioethyltriethoxysilane C(CCCCCCC)(=O)SCC[Si](OCC)(OCC)OCC